C(C=C)(=O)N1C[C@@H](CCC1)N1N=C(C=2C=NC=CC21)C2=CC=C(C(=O)NCC1=CC(=CC=C1)OC)C=C2 (R)-4-(1-(1-acryloylpiperidin-3-yl)-1H-pyrazolo[4,3-c]pyridin-3-yl)-N-(3-methoxybenzyl)benzamide